(3-(4-chlorophenoxy)-4-methylphenyl)-4,5-dihydroisoxazole ClC1=CC=C(OC=2C=C(C=CC2C)C2=NOCC2)C=C1